ethyl (2E,4E,6E)-7-(4-hydroxy-3-methoxyphenyl)hepta-2,4,6-trienoate OC1=C(C=C(C=C1)/C=C/C=C/C=C/C(=O)OCC)OC